FC1=C(C=C(C=2N1N=CC2)C=2C=NC(=CC2)F)OCC(C)(C)O 7-fluoro-4-(6-fluoropyridin-3-yl)-6-(2-hydroxy-2-methylpropyloxy)pyrazolo[1,5-a]pyridine